FC1=C(C=C(C(=O)[O-])C=C1)C(F)(F)F 4-fluoro-3-(trifluoromethyl)benzoate